8-(4-(difluoromethoxy)phenyl)-2-ethoxy-6-(2-(2-morpholinoethyl)-2H-indazol-5-yl)pyrido[2,3-d]pyrimidin-7(8H)-one FC(OC1=CC=C(C=C1)N1C(C(=CC2=C1N=C(N=C2)OCC)C2=CC1=CN(N=C1C=C2)CCN2CCOCC2)=O)F